[Ag].[Ag].[Zn] zinc-silver-silver